C(=CCC)N1N(N(C(=C1C)C)C)C butenyl-2,3,4,5-tetramethyltriazole